C1(CCC1)CNC1=C(C(=C2C(NC(=NC2=C1)CSC1CCS(CC1)(=O)=O)=O)F)F 7-((cyclobutylmethyl)amino)-2-(((1,1-dioxidotetrahydro-2H-thiopyran-4-yl)thio)methyl)-5,6-difluoroquinazolin-4(3H)-one